OC1(COC1)C1=CC=C(C(=O)NC2CN(CC2)CC2=CC=C(C=C2)C(F)(F)F)C=C1 4-(3-hydroxyoxetan-3-yl)-N-(1-(4-(trifluoromethyl)benzyl)pyrrolidin-3-yl)benzamide